BrC=1C=C(C(=C(C1)CN(C(OC(C)(C)C)=O)C1(CC1)CO)O)Cl tert-butyl N-[(5-bromo-3-chloro-2-hydroxyphenyl)methyl]-N-[1-(hydroxymethyl)cyclopropyl]carbamate